n-eicosyl ethyl ether C(C)OCCCCCCCCCCCCCCCCCCCC